C=CC=CC Anti-pentadiene